BrC1=C(C=C(CNC(OC(C)(C)C)=O)C=C1)F Tert-butyl 4-bromo-3-fluorobenzylcarbamate